OCC/C(=C(/C(=O)O)\CCO)/C(=O)O di(2-hydroxyethyl)maleic acid